1-((1-(cyclopropylmethyl)-1H-pyrazol-4-yl)methyl)-1H-1,2,4-triazol C1(CC1)CN1N=CC(=C1)CN1N=CN=C1